The molecule is an oxo fatty acid that is the 3-oxo derivative of decanoic acid. It derives from a decanoic acid. It is a conjugate acid of a 3-oxodecanoate. CCCCCCCC(=O)CC(=O)O